5-chloro-N-((1r,4r)-4-((3-(2,3-difluoro-4-methoxyphenyl)-3-hydroxy-2-oxoindolin-1-yl)methyl)cyclohexyl)-2-methylnicotinamide ClC=1C=NC(=C(C(=O)NC2CCC(CC2)CN2C(C(C3=CC=CC=C23)(O)C2=C(C(=C(C=C2)OC)F)F)=O)C1)C